Sodium (2R,3R,4S,5R)-6-(hexadecylamino)-2,3,4,5-tetrahydroxy-6-oxohexyl sulfate S(=O)(=O)(OC[C@H]([C@H]([C@@H]([C@H](C(=O)NCCCCCCCCCCCCCCCC)O)O)O)O)[O-].[Na+]